CCCCCCC(=O)O[C@H](COC(=O)CCCCC)COP(=O)([O-])OCC[N+](C)(C)C The molecule is a 1-hexanoyl-2-acyl-sn-glycero-3-phosphocholine in which the acyl group at position 2 is specified as heptanoyl. It is a phosphatidylcholine 13:0 and a 1-hexanoyl-2-acyl-sn-glycero-3-phosphocholine. It derives from a heptanoic acid and a hexanoic acid.